ClC1=C(C=2N(C=C1)C=NC2CNS(=O)(=O)C=2C=NN(C2)CC=2N=C1N(C=C(C=C1)C1CC1)C2)F N-((7-chloro-8-fluoroimidazo[1,5-a]pyridin-1-yl)methyl)-1-((6-cyclopropylimidazo[1,2-a]pyridin-2-yl)methyl)-1H-pyrazole-4-sulfonamide